C(CCC)OC(CC(=C)COC(C)=O)OCCCC 3-acetoxymethyl-3-butenal Dibutyl Acetal